C(C1=CC=CC=C1)N1CC=2C=NC3N(C2CC1)CCN3CCC(C)C 7-Benzyl-3-isoamyl-2,3,6,7,8,9-hexahydroimidazo[1,2-a]pyrido[3,4-e]pyrimidine